2-benzyl-octahydropyrrolo[1,2-a]pyrazine C(C1=CC=CC=C1)N1CC2N(CC1)CCC2